(1-oxo-5-(((cis)-2-(3-(5-(trifluoromethyl)pyridin-2-yl)azetidin-1-yl)cyclohexyl)oxy)isoindolin-2-yl)piperidine-2,6-dione O=C1N(CC2=CC(=CC=C12)O[C@H]1[C@H](CCCC1)N1CC(C1)C1=NC=C(C=C1)C(F)(F)F)N1C(CCCC1=O)=O